2-[5-methyl-3-(trifluoromethyl)-1H-pyrazol-1-yl]-N-[(1s,4s)-4-{[6-chloro-2-(trifluoromethyl)quinolin-4-yl]amino}cyclohexyl]acetamide CC1=CC(=NN1CC(=O)NC1CCC(CC1)NC1=CC(=NC2=CC=C(C=C12)Cl)C(F)(F)F)C(F)(F)F